(5-bromo-2-ethylbenzofuran-3-yl)(3,5-dibromo-4-hydroxyphenyl)methanone tert-butyl-(4S)-2,2-dimethyl-4-[3-phenyl-3-(5-sulfamoylpyrazol-1-yl)propyl]pyrrolidine-1-carboxylate C(C)(C)(C)OC(=O)N1C(C[C@@H](C1)CCC(N1N=CC=C1S(N)(=O)=O)C1=CC=CC=C1)(C)C.BrC=1C=CC2=C(C(=C(O2)CC)C(=O)C2=CC(=C(C(=C2)Br)O)Br)C1